CC(C[C@H](COC1=NC(=NC(=C1)C1=C(C=CC=C1C)C)NS(=O)(=O)C=1C=C(C(=O)O)C=CC1)NCC=1N=NN(C1)C)(C)C 3-[[4-[(2R)-4,4-dimethyl-2-[(1-methyltriazol-4-yl)methylamino]pentoxy]-6-(2,6-dimethylphenyl)pyrimidin-2-yl]sulfamoyl]benzoic acid